6'-chloro-3',4'-dihydrospiro[azetidine-3,2'-[1]benzopyran]-4'-one hydrochloride Cl.ClC=1C=CC2=C(C(CC3(O2)CNC3)=O)C1